1-methyl-5-(pyridin-2-yl)-6H-pyrazolo[4,3-d]pyrimidin-7-one CN1N=CC=2N=C(NC(C21)=O)C2=NC=CC=C2